tert-butyl (2-(1-cyclopropyl-4,4-difluoro-3-hydroxypent-1-yn-3-yl)-4-fluoro-5-formylphenyl)carbamate C1(CC1)C#CC(C(C)(F)F)(O)C1=C(C=C(C(=C1)F)C=O)NC(OC(C)(C)C)=O